ClC1=CC(=C(C#N)C=C1)[C@@H]1[C@H](C1)C1=NC2=CC(=CC=C2C=C1)NCC=1N=C2N(C=C(C=C2N2C(N(C(C2)=O)C)=O)C2CC2)C1 4-chloro-2-((1S,2S)-2-(7-(((6-cyclopropyl-8-(3-methyl-2,4-dioxoimidazolidin-1-yl)imidazo[1,2-a]pyridin-2-yl)methyl)amino)quinolin-2-yl)cyclopropyl)benzonitrile